tert-butyl 4-[3-(2,4-dioxohexahydropyrimidin-1-yl)-5-fluoro-1-methyl-indazol-6-yl]piperazine-1-carboxylate O=C1N(CCC(N1)=O)C1=NN(C2=CC(=C(C=C12)F)N1CCN(CC1)C(=O)OC(C)(C)C)C